FC1=C(C(=C(C(=C1C[B-](CC1=C(C(=C(C(=C1F)F)F)F)F)(CC1=C(C(=C(C(=C1F)F)F)F)F)CC1=C(C(=C(C(=C1F)F)F)F)F)F)F)F)F.FC(F)(F)[S+](C1=CC=CC=C1)C1=CC=CC=C1 Trifluoromethyldiphenylsulfonium tetrakis(pentafluorobenzyl)borate